6-(4-methylpiperazin-1-yl)pyridine-2,3-diamine CN1CCN(CC1)C1=CC=C(C(=N1)N)N